3-(6-(methoxy)-9-purinyl)propionic acid COC1=C2N=CN(C2=NC=N1)CCC(=O)O